2-(5-bromo-1-(nitromethyl)-2,3-dihydro-1H-inden-1-yl)acetic acid methyl ester COC(CC1(CCC2=CC(=CC=C12)Br)C[N+](=O)[O-])=O